4-n-butanol CCCCO